COC1(CN(C1)C(=O)OC(C)(C)C)C#CC(=C)C(F)(F)F tert-Butyl 3-methoxy-3-(3-(trifluoromethyl)but-3-en-1-yn-1-yl)azetidine-1-carboxylate